2-{[4-({6-[(4-cyano-2-fluorophenoxy)methyl]pyridazin-4-yl}oxy)piperidin-1-yl]methyl}-1-{[(2S)-oxetan-2-yl]methyl}-1H-1,3-benzodiazole-6-carboxylic acid C(#N)C1=CC(=C(OCC2=CC(=CN=N2)OC2CCN(CC2)CC2=NC3=C(N2C[C@H]2OCC2)C=C(C=C3)C(=O)O)C=C1)F